5-bromo-2-ethyl-3-(4-methoxyphenyl)-1-tosyl-1H-pyrrolo[2,3-b]pyridine BrC=1C=C2C(=NC1)N(C(=C2C2=CC=C(C=C2)OC)CC)S(=O)(=O)C2=CC=C(C)C=C2